ethyl 7-methyl-4,5,6,7-tetrahydrothieno[2,3-c]pyridine-3-carboxylate hydrochloride Cl.CC1NCCC2=C1SC=C2C(=O)OCC